FC=1C=C(C=C(C1)F)[C@@H]1CC=NN1C(=O)N1CCN(CC1)C1=NC=C(C(=N1)N1C=C(C=C1C)C(=O)OC)F methyl (s)-1-(2-(4-(5-(3,5-difluorophenyl)-4,5-dihydro-1H-pyrazole-1-carbonyl)piperazin-1-yl)-5-fluoropyrimidin-4-yl)-5-methyl-1H-pyrrole-3-carboxylate